C(C)(C)(C)OC(=O)N1CCC(CC1)CC(=O)O 2-(1-(tert-butoxycarbonyl)4-piperidinyl)acetic acid